N-(4-(3-(2-(1H-1,2,4-Triazol-1-yl)ethyl)pyrrolidin-1-yl)phenyl)-4-(pyridin-2-ylmethylen)piperidin-1-carboxamid N1(N=CN=C1)CCC1CN(CC1)C1=CC=C(C=C1)NC(=O)N1CCC(CC1)=CC1=NC=CC=C1